(R)-4-(4-(3-bromo-2-methylphenoxy)phenyl)pentanal BrC=1C(=C(OC2=CC=C(C=C2)[C@@H](CCC=O)C)C=CC1)C